Racemic-N2-(3-aminosulfonyl-4-methylphenyl)-N4-(1-benzyl-4-methylpiperidin-3-yl)-5-fluoro-2,4-pyrimidinediamine NS(=O)(=O)C=1C=C(C=CC1C)NC1=NC=C(C(=N1)NC1CN(CCC1C)CC1=CC=CC=C1)F